OC1(CCC1)C(=O)O trans-hydroxycyclobutane-carboxylic acid